2-(4-methyl-3-pentenyl)-6-methyl-9-methacryloyloxy-10-hydroxy-1,2,3,4-tetrahydroanthracene CC(=CCCC1CC2=C(C3=CC=C(C=C3C(=C2CC1)O)C)OC(C(=C)C)=O)C